ClCCC[C@@]1(NC[C@@H](C1)OC1=CC(=CC=C1)I)C(=O)OC methyl (2S,4R)-2-(3-chloropropyl)-4-(3-iodophenoxy)pyrrolidine-2-carboxylate